2-(2H-benzotriazol-2-yl)-5-methoxy-phenol N=1N(N=C2C1C=CC=C2)C2=C(C=C(C=C2)OC)O